SC1=NN=C(S1)C1=CC=C(C=C1)O 4-(5-mercapto-1,3,4-thiadiazol-2-yl)phenol